C(C)N1C2=CC=C(C=C2C=2C=C(C=CC12)C1(CCCCCC1)C1CCCCCC1)C(C1=C(C=CC=C1)C)=O 1-[9-ethyl-6-(2-methylbenzoyl)-9H-carbazol-3-yl]-bicycloheptyl